8-(2-(fluoromethyl)-6-methylpyridin-4-yl)-7-(4-fluorophenyl)-[1,2,4]triazolo[4,3-c]pyrimidin-5-amine FCC1=NC(=CC(=C1)C=1C=2N(C(=NC1C1=CC=C(C=C1)F)N)C=NN2)C